C(C1=CC=CC=C1)OCCCCCCCC(CCCCCCCCO)=O 1-(benzyloxy)-16-hydroxyhexadecan-8-one